C(C1=CC=CC=C1)(=O)C=1C(OC2=CC(=CC(=C2C1)OCCOC)OCCOC)=O 3-benzoyl-5,7-bis(methoxyethoxy)-coumarin